(rac)-(R)-1-(4-(1-(2-(fluoromethyl)-1H-imidazol-1-yl)ethyl)phenyl)-3-((5-fluoropyridin-2-yl)methyl)urea FCC=1N(C=CN1)[C@H](C)C1=CC=C(C=C1)NC(=O)NCC1=NC=C(C=C1)F |r|